C(C)N(C(C)C)C(C)C Ethyl-diisopropylamin